FC(C(=O)O)(F)F.N[C@@H]1CN(CCC1)C1=C(C=C(C=C1)NC1=NC=2N(C(=C1)NC1CC1)N=CC2C#N)CS(=O)(=O)C (S)-5-((4-(3-aminopiperidin-1-yl)-3-((methylsulfonyl)methyl)phenyl)amino)-7-(cyclopropylamino)pyrazolo[1,5-a]pyrimidine-3-carbonitrile monotrifluoroacetic acid salt